5-((dimethylamino)methylene)-2,2-dimethylcyclopentane-1-one CN(C)C=C1CCC(C1=O)(C)C